2,3,6,7-tetrahydrooxepin-4-yl trifluoromethanesulfonate FC(S(=O)(=O)OC=1CCOCCC1)(F)F